BrC=1C=2C(N=C3N(C2C=CC1)C1=CC(=CC=C1C3(C)C)N3[C@H](CN[C@@H](C3)C)C)=O 4-bromo-10-((2S,5R)-2,5-dimethylpiperazin-1-yl)-7,7-dimethylindolo[1,2-a]quinazolin-5(7H)-one